Alanyl-leucine N[C@@H](C)C(=O)N[C@@H](CC(C)C)C(=O)O